1-(2-chloro-5-(trifluoromethyl)pyrimidin-4-yl)-1H-indole ClC1=NC=C(C(=N1)N1C=CC2=CC=CC=C12)C(F)(F)F